BrCC(=O)C=1N=C2N(CCCC2)C1S(=O)(=O)CC 2-bromo-1-(3-ethylsulfonyl-5,6,7,8-tetrahydroimidazo[1,2-a]pyridin-2-yl)ethanone